N-(2-(2-((6-(4-methylpiperazin-1-yl)pyridin-3-yl)amino)quinazolin-8-yl)pyridin-4-yl)methacrylamide CN1CCN(CC1)C1=CC=C(C=N1)NC1=NC2=C(C=CC=C2C=N1)C1=NC=CC(=C1)NC(C(=C)C)=O